C(C)(C)(C)[SiH](C)C (tertiary butyl)dimethylsilane